CC1=CC=C(C=C1)S(=O)(=O)OCCCCC(CCCCCCO[Si](C)(C)C(C)(C)C)(O)CCCCCCO[Si](C)(C)C(C)(C)C 11-((tert-butyldimethylsilyl)oxy)-5-(6-((tertbutyldimethylsilyl)oxy)hexyl)-5-hydroxyundecyl 4-methylbenzenesulfonate